diphenyl (methylsulfonyl)carbonimidate CS(=O)(=O)N=C(OC1=CC=CC=C1)OC1=CC=CC=C1